ClC1=CC(=C(C=C1)/C=C/C(=O)N[C@H](C(=O)NC(C(C(=O)N)=O)C[C@H]1C(NCC1)=O)CC1CC1)F 3-((S)-2-((E)-3-(4-Chloro-2-fluorophenyl)acrylamido)-3-cyclopropylpropanamido)-2-oxo-4-((S)-2-oxopyrrolidin-3-yl)butanamid